2,2-Dimethyl-3-di(methoxy-ethyl)aminopropanal CC(C=O)(CN(CCOC)CCOC)C